tert-butyldiphenylsiloxybutyraldehyde O([Si](C1=CC=CC=C1)(C1=CC=CC=C1)C(C)(C)C)C(C=O)CC